5-((6-(2-Hydroxy-6-methyl-4-(trifluoromethyl)phenyl)pyridazin-3-yl)amino)piperidine-2-carboxylic acid OC1=C(C(=CC(=C1)C(F)(F)F)C)C1=CC=C(N=N1)NC1CCC(NC1)C(=O)O